5'-Dehydroadenosine C1=NC(=C2C(=N1)N(C=N2)[C@H]3[C@@H]([C@@H]([C@H](O3)C=O)O)O)N